COC=1C=C(C=C(C1OC)OC)N1C=NC(=C1)NC=1C2=C(N=C(N1)N1[C@@H](CCC1)CO)C=CS2 (S)-(1-(4-(1-(3,4,5-trimethoxyphenyl)-1H-imidazol-4-ylamino)thieno[3,2-d]pyrimidin-2-yl)pyrrolidin-2-yl)methanol